[Si](C)(C)(C(C)(C)C)C=1N=C(SC1C(C)(C)O)S(=O)(=O)N (tert-Butyldimethylsilyl)-5-(2-hydroxy-prop-2-yl)thiazole-2-sulfonamide